C1(C[C@@H](CCCC)O1)=O R-gamma-heptanolide